C(C1=CC=CC=C1)NC(N(C1=CC=C(C=N1)C1=CNC(C=C1)=O)[C@@H]1CC[C@H](CC1)NC1=NC=C(C=C1)C#N)=O 3-benzyl-1-(trans-4-((5-cyanopyridin-2-yl)amino)cyclohexyl)-1-(6'-oxo-1',6'-dihydro-3,3'-bipyridin-6-yl)urea